[6-(2-benzyloxy-1,1-dimethyl-ethyl)-5-(3,4-difluorophenyl)-1-tetrahydropyran-2-yl-pyrazolo[4,3-g]Isoquinolin-8-yl]Triflate C(C1=CC=CC=C1)OCC(C)(C)C=1N=C(C2=CC3=C(C=C2C1C1=CC(=C(C=C1)F)F)C=NN3C3OCCCC3)OS(=O)(=O)C(F)(F)F